OC(CN1CCN(CC1)C1=CC=C(C=C1)NC(=O)C=1C(NC=CC1NC=1N=NC=CC1C)=O)(C)C N-(4-(4-(2-Hydroxy-2-methylpropyl)piperazin-1-yl)phenyl)-4-((4-methylpyridazin-3-yl)amino)-2-oxo-1,2-dihydropyridine-3-carboxamide